3-(4-((4-((R)-3-(4-amino-3-(4-phenoxyphenyl)-1H-pyrazolo[3,4-d]pyrimidin-1-yl)piperidin-1-yl)-4-oxobutyl)thio)-1-oxoisoindoline-2-yl)piperidine-2,6-dione NC1=C2C(=NC=N1)N(N=C2C2=CC=C(C=C2)OC2=CC=CC=C2)[C@H]2CN(CCC2)C(CCCSC2=C1CN(C(C1=CC=C2)=O)C2C(NC(CC2)=O)=O)=O